1-[3-methyl-4-(phenylsulfanyl)phenyl]-3-phenyl-1,3,5-triazinane-2,4,6-trione CC=1C=C(C=CC1SC1=CC=CC=C1)N1C(N(C(NC1=O)=O)C1=CC=CC=C1)=O